(E)-N-(2-butoxy-3,4-difluorophenyl)-3-(4-(methoxymethyl)phenyl)acrylamide C(CCC)OC1=C(C=CC(=C1F)F)NC(\C=C\C1=CC=C(C=C1)COC)=O